N1(C=NC=C1)C1=CC(=CC(=N1)C(=O)[O-])C.[Cs+] cesium 6-(1H-imidazol-1-yl)-4-methylpicolinate